OCCS(=O)(=O)NC1=CC(=C(C(=O)NC=2C(N(C=CC2)N2CCOCC2)=O)C=C1)N1CCC2(CC2)CC1 4-((2-hydroxyethyl)sulfonamido)-N-(1-morpholino-2-oxo-1,2-dihydropyridin-3-yl)-2-(6-azaspiro[2.5]octan-6-yl)benzamide